F[C@@H]1C[C@@]2(CCCN2C1)COC=1N=C(C2=C(N1)C(=C(N=C2)C2=CC(=CC1=CC=C(C(=C21)C#C)F)O)F)N2[C@H]1CO[C@@H](C2)C1 4-(2-{[(2r,7as)-2-fluoro-hexahydro-1H-pyrrolizin-7a-yl]methoxy}-8-fluoro-4-[(1r,4r)-2-oxa-5-azabicyclo[2.2.1]hept-5-yl]pyrido[4,3-d]pyrimidin-7-yl)-5-ethynyl-6-fluoronaphthalen-2-ol